CC=1C=C(C=CC1OC1=CC2=C(N(C=N2)C)C=C1)NC1=NC=NC2=CC3=C(C=C12)N1CCN([C@H](CO3)C1)C(=O)OC(C)(C)C tert-butyl (10S)-4-((3-methyl-4-((1-methyl-1H-benzo[d]imidazol-5-yl) oxy) phenyl) amino)-7,8,10,11-tetrahydro-9H-6,10-methano[1,4,7]oxadiazonino[3,2-g]quinazoline-9-carboxylate